N-(1-(1H-indol-3-yl)-5-methyl-4-hexene-2-yl)-6-(4-methylpiperazin-1-yl)benzo[b]thiophene-2-carboxamide N1C=C(C2=CC=CC=C12)CC(CC=C(C)C)NC(=O)C1=CC2=C(S1)C=C(C=C2)N2CCN(CC2)C